CN1CC(C1)(C)[C@@](C=1C=C(C=NC1)N1CC2C(C1)CCO2)(C2=CC=C(C=C2)C(C)C)O 5-(5-((R)-(1,3-Dimethyl-azetidin-3-yl)(hydroxy)(4-isopropyl-phenyl)methyl)pyridin-3-yl)hexahydro-4H-furo[2,3-c]pyrrol